COC(=O)N1CCC2(CC1)CC(C1=CC(=CC=C12)Br)OC1=C(C=CC(=C1)F)CC(=O)OCC 5-bromo-3-(2-(2-ethoxy-2-oxoethyl)-5-fluorophenoxy)-2,3-dihydrospiro[indene-1,4'-piperidine]-1'-carboxylic acid methyl ester